6-(4-((5-Oxo-2-(pyridin-4-yl)-5,6-dihydropyrimido[4,5-d]pyridazin-4-yl)amino)phenyl)-6-azaspiro[2.5]octan O=C1C2=C(C=NN1)N=C(N=C2NC2=CC=C(C=C2)N2CCC1(CC1)CC2)C2=CC=NC=C2